ClC1=C(C(=CC=C1F)Cl)[C@H](C)OC=1C(=NC=C(C1)C=1C=NN(C1)C1=NC(=CC=C1)N1[C@@H]2CN([C@H](C1)C2)C)N 3-[(1S)-1-(2,6-Dichloro-3-fluorophenyl)ethoxy]-5-(1-{6-[(1S,4S)-5-methyl-2,5-diazabicyclo[2.2.1]heptan-2-yl]pyridin-2-yl}-1H-pyrazol-4-yl)pyridin-2-amine